N1=CC(=CC=C1)N1CC2(CCN3N=C(C=C32)C=3C=NC2=CC=CC=C2C3)C1 1-(pyridin-3-yl)-2'-(quinolin-3-yl)-5',6'-dihydrospiro[azetidine-3,4'-pyrrolo[1,2-b]pyrazole]